3-(4-fluorophenyl)-1-isopropyl-N-(4-((7-((1-methylpiperidin-4-yl)methyl)-5,6,7,8-tetrahydropyrido[3,4-d]pyrimidin-4-yl)oxy)phenyl)-2,4-dioxo-1,2,3,4-tetrahydropyrimidine-5-carboxamide FC1=CC=C(C=C1)N1C(N(C=C(C1=O)C(=O)NC1=CC=C(C=C1)OC=1C2=C(N=CN1)CN(CC2)CC2CCN(CC2)C)C(C)C)=O